C(C1=CC=CC=C1)OC=1C=C(C=CC1[N+](=O)[O-])C[C@@H](CN1C(C2=CC=CC=C2C1=O)=O)NC(OC(C)(C)C)=O tert-butyl (S)-(1-(3-(benzyloxy)-4-nitrophenyl)-3-(1,3-dioxoisoindolin-2-yl)propan-2-yl)carbamate